CC1CN(CC(O1)C=1C=NNC1)C1=NC=CC(=N1)C1=CN=C2N1C=C(N=C2)C(F)(F)F 2-Methyl-6-(1H-pyrazol-4-yl)-4-(4-(6-(trifluoromethyl)imidazo[1,2-a]pyrazin-3-yl)pyrimidin-2-yl)morpholine